C(C)(=O)O.C(CCC)(=O)SCCNC(CCNC([C@@H](C(COP(OP(OC[C@@H]1[C@H]([C@H]([C@@H](O1)N1C=NC=2C(N)=NC=NC12)O)OP(=O)(O)O)(=O)O)(=O)O)(C)C)O)=O)=O (butyryl-CoA) acetate